4-(4-bromo-1-oxo-isoindolin-2-yl)-N-(3-methoxy-4-methyl-phenyl)cyclohexanecarboxamide BrC1=C2CN(C(C2=CC=C1)=O)C1CCC(CC1)C(=O)NC1=CC(=C(C=C1)C)OC